COC1=C(CN2CCN(CC2)C(CCCOC2=C3C(N(C(C3=CC=C2)=O)C2C(NC(CC2)=O)=O)=O)=O)C(=CC(=C1)C1=CN(C(C2=CN=CC=C12)=O)C)OC 4-(4-(4-(2,6-Dimethoxy-4-(2-Methyl-1-Oxo-1,2-Dihydro-2,7-Naphthyridin-4-Yl)Benzyl)Piperazin-1-Yl)-4-Oxobutoxy)-2-(2,6-Dioxopiperidin-3-Yl)Isoindoline-1,3-Dione